methyl N-(3-(3-(4-methoxyphenyl)thioureido)propanoyl)-N-methyl-L-valinate COC1=CC=C(C=C1)NC(NCCC(=O)N([C@@H](C(C)C)C(=O)OC)C)=S